N-(4-hydroxy-3-(3-(2-hydroxyethyl)ureido)phenyl)-[1,1'-biphenyl]-4-carboxamide OC1=C(C=C(C=C1)NC(=O)C1=CC=C(C=C1)C1=CC=CC=C1)NC(=O)NCCO